C(C)(C)(C)OC(=O)N1CC(CCC1)CC(=O)NC1=CC2=C(OCO2)C=C1C(C)=O.COC=1C(=CC(=C(C1)N1CCC(CC1)N1CCOCC1)C=1C=NN(C1)C)[N+](=O)[O-] (1-(5-methoxy-2-(1-methyl-1H-pyrazol-4-yl)-4-nitrophenyl)piperidin-4-yl)morpholine tert-Butyl-3-(2-((6-Acetylbenzo[1,3]dioxol-5-yl)amino)-2-oxoethyl)-piperidine-1-carboxylate